(4-cyanophenyl)(methyl)carbamic chloride C(#N)C1=CC=C(C=C1)N(C(=O)Cl)C